[Pd].C(C=C)OS(=O)(=O)C(F)(F)F allyltrifluoromethanesulfonate palladium